((1R,3R)-3-(4-aminophenoxy)cyclopentyl)methanol NC1=CC=C(O[C@H]2C[C@@H](CC2)CO)C=C1